2-{6-Chloro-4-[(2,6-dioxopiperidin-3-yl)carbamoyl]-2-methyl-1H-1,3-benzodiazol-1-yl}acetic acid hydrochloride Cl.ClC=1C=C(C2=C(N(C(=N2)C)CC(=O)O)C1)C(NC1C(NC(CC1)=O)=O)=O